ClC1=CC=C(C=C1)C=C[N+](=O)[O-] 1-(4-chlorophenyl)-2-nitroethylene